C(C)[N+]1(CCCC1)C1CC(CC(C1)C)(C)C N-ethyl-N-(3,3,5-trimethyl-cyclohexyl)pyrrolidinium